[Na].N1=C(C(CC=C1)(C(=O)O)C(=O)O)C1=NC=CC=C1.[Na] sodium 2,2-bipyridine-3,3-dicarboxylic acid sodium